3-(4-fluorophenyl)-1H-pyrazole-1-carboxylic acid chloromethyl ester ClCOC(=O)N1N=C(C=C1)C1=CC=C(C=C1)F